COC1=NC=CC2=C1C=NN2CC=2SC(=CC2)C2=CC=CC=C2 4-methoxy-1-((5-phenylthiophen-2-yl)methyl)-1H-pyrazolo[4,3-c]pyridine